BrC1=CC=C(C(=O)CC(=O)[O-])C=C1 4-bromobenzoylmethylformate